C(C=C)(=O)N[C@@H]1CN(CCC1)C1=NC=CC2=C1NC(C(N2)=O)=O (S)-5-(3-acrylamidopiperidin-1-yl)-2,3-dioxo-1,2,3,4-tetrahydropyrido[3,4-b]pyrazine